6-(5-amino-6-chloro-3-fluoropyridin-2-yl)-N2,N4-bis((R)-1-cyclopropylethyl)-1,3,5-triazine-2,4-diamine NC=1C=C(C(=NC1Cl)C1=NC(=NC(=N1)N[C@H](C)C1CC1)N[C@H](C)C1CC1)F